1-methyl-6-(trifluoromethyl)-1,2,3,4-tetrahydro-quinoxaline CN1CCNC2=CC(=CC=C12)C(F)(F)F